FC=1C=CC(=C(C1)C(C)NC1=NC=2N(C=C1)N=CC2C=2C=NNC2)OC N-(1-(5-fluoro-2-methoxyphenyl)ethyl)-3-(1H-pyrazol-4-yl)pyrazolo[1,5-a]pyrimidin-5-amine